1-{6-[(2,4-Difluorophenyl)methyl]-3,3-dimethyl-1H,2H,3H-pyrrolo[3,2-b]pyridin-1-yl}-2-[(2R,5R)-5-methyl-2-(morpholin-4-ylmethyl)piperazin-1-yl]ethan-1-one dihydrochloride Cl.Cl.FC1=C(C=CC(=C1)F)CC=1C=C2C(=NC1)C(CN2C(CN2[C@H](CN[C@@H](C2)C)CN2CCOCC2)=O)(C)C